2-(4-(N-(3-(tert-butyl)-5-cyclopropylbenzyl)-2-(N-(4-chlorobenzyl)-(2,3,4,5,6-pentafluorophenyl)sulfonamido)acetamido)phenyl)-2-methylpropanoic acid C(C)(C)(C)C=1C=C(CN(C(CN(S(=O)(=O)C2=C(C(=C(C(=C2F)F)F)F)F)CC2=CC=C(C=C2)Cl)=O)C2=CC=C(C=C2)C(C(=O)O)(C)C)C=C(C1)C1CC1